[2H]C(C(C(=O)O)C([2H])([2H])[2H])([2H])[2H] 2-trideuteromethyl-3,3,3-trideuteropropionic acid